N'-[2-chloro-4-fluoro-5-(3-methyl-2,6-dioxo-4-(trifluoromethyl)-3,6-dihydro-1(2H)-pyrimidinyl)benzoyl]-N-isopropyl-N-methylsulfamide ClC1=C(C(=O)NS(=O)(=O)N(C)C(C)C)C=C(C(=C1)F)N1C(N(C(=CC1=O)C(F)(F)F)C)=O